6-{1-[(2S)-1-(tert-butoxy)-3-methyl-1-oxobutan-2-yl]-1,2,3-triazol-4-yl}-2-azaspiro[3.3]heptane-2-carboxylic acid tert-butyl ester C(C)(C)(C)OC(=O)N1CC2(C1)CC(C2)C=2N=NN(C2)[C@H](C(=O)OC(C)(C)C)C(C)C